C1(CC1)CNCC(COC=1C(OC2=CC=CC=C2C1C)=O)O 3-(((cyclopropylmethyl)amino)-2-hydroxypropoxy)-4-methyl-2H-chromen-2-one